FC=1C=C(C=C(C1)F)C(C(=O)O)O 2-(3,5-difluorophenyl)-2-hydroxy-acetic acid